C[C@@H]1N(C[C@H](N(C1)C(C1=CC=C(C=C1)OC(F)(F)F)=O)C)C(=O)OC(C)(C)C tert-Butyl (2S,5R)-2,5-dimethyl-4-(4-(trifluoromethoxy)benzoyl)piperazine-1-carboxylate